Tert-butyl [(1H-imidazol-2-yl)methyl]carbamate N1C(=NC=C1)CNC(OC(C)(C)C)=O